ClC1=CC=C(C=C1)[C@H](C)OC1=NN=C(S1)NC(=O)C=1C=NC(=CC1C1=C(C=CC=C1)OC)C N-[5-[(1S)-1-(4-chlorophenyl)ethoxy]-1,3,4-thiadiazol-2-yl]-4-(2-methoxyphenyl)-6-methylpyridine-3-carboxamide